N[C@]1([C@H](CCC1)CC)COC=1C=C(C=C(C1C#N)SC)C1=CN=C2N1C(=CC=C2)C#N 3-(3-(((1R,2S)-1-amino-2-ethylcyclopentyl)methoxy)-4-cyano-5-(methylthio)phenyl)imidazo[1,2-a]pyridine-5-carbonitrile